CN1N=CC2=C1C=1N(CCC2)N=C2C1CN(CC2)C(=O)OC(C)(C)C tert-butyl 1-methyl-4,5,6,9,10,12-hexahydropyrazolo[3,4-c]pyrido[4',3':3,4]pyrazolo[1,5-a]azepine-11(1H)-carboxylate